ClC=1C(NN=CC1N1C[C@@H](CC1)OC1=NC=CC(=C1)C1CCNCC1)=O (R)-4-chloro-5-(3-((4-(piperidin-4-yl)pyridin-2-yl)oxy)pyrrolidin-1-yl)pyridazin-3(2H)-one